1-butenyl-4-chloro-indole C(=CCC)N1C=CC2=C(C=CC=C12)Cl